BrC=1C(=NN(C1C=1C=NC(=CC1)F)C1=C(C=CC=C1)F)O[C@H](C(=O)OCCC(=O)OC)OCC |o1:21| methyl 3-{[(2R*)-2-{[4-bromo-1-(2-fluorophenyl)-5-(6-fluoropyridin-3-yl)-1H-pyrazole-3-yl]oxy}-2-ethoxyethanoyl]oxy}propanoate